2-(2,6-dioxopiperidin-3-yl)-4-(((1-(1-((1-methylcyclopropyl)methyl)piperidin-4-yl)-1H-pyrazol-4-yl)methyl)amino)isoindoline-1,3-dione O=C1NC(CCC1N1C(C2=CC=CC(=C2C1=O)NCC=1C=NN(C1)C1CCN(CC1)CC1(CC1)C)=O)=O